2-fluoro-2-methoxy-3,3-bis(trifluoromethyl)oxirane FC1(OC1(C(F)(F)F)C(F)(F)F)OC